Methyl 2-((4-((R)-2-(4-chloro-2-(methoxy-d3) phenyl)-2H-chromen-8-yl-2-d) piperidin-1-yl) methyl)-3-(((S)-oxabutan-2-yl) methyl)-3H-imidazo[4,5-b]pyridine-5-carboxylate ClC1=CC(=C(C=C1)[C@@]1(OC2=C(C=CC=C2C=C1)C1CCN(CC1)CC1=NC=2C(=NC(=CC2)C(=O)OC)N1C[C@@H](O)CC)[2H])OC([2H])([2H])[2H]